NC(CNC1=NC(=C2C(=N1)N(N=C2)C)NCC2=CC=C(C=C2)Br)C2=CC=CC=C2 6-N-(2-amino-2-phenylethyl)-4-N-[(4-bromophenyl)methyl]-1-methylpyrazolo[3,4-d]pyrimidine-4,6-diamine